C12(OCC(C1)C2)CN2C(=NC1=C2C=C(C=C1)C(=O)OC)CN1C(C=C(C(=C1)F)Br)=O Methyl 1-((2-oxabicyclo[2.1.1]hexan-1-yl)methyl)-2-((4-bromo-5-fluoro-2-oxopyridin-1(2H)-yl)methyl)-1H-benzo[d]imidazole-6-carboxylate